C(C1=CC=CC=C1)NC1=NC=C2N(C1=O)[C@@H](C[C@H]2C)C(=O)O (6S,8R)-3-(benzylamino)-8-methyl-4-oxo-4,6,7,8-tetrahydropyrrolo[1,2-a]pyrazine-6-carboxylic acid